C1(CC1)S(=O)(=O)N1N=CC(=C1)NC(=O)C=1C(=NC=C(C1)C(F)(F)F)N1CCC(CCC1)(F)F N-[1-(cyclopropylsulfonyl)-1H-pyrazol-4-yl]-2-(4,4-difluoroazepan-1-yl)-5-(trifluoromethyl)pyridine-3-carboxamide